(E)-3-(6-amino-pyridin-3-yl)-N-((5-(4-(4,4-difluoro-piperidine-1-carbonyl)phenyl)-7-(3-fluoro-phenyl)benzofuran-2-yl)methyl)acrylamide NC1=CC=C(C=N1)/C=C/C(=O)NCC=1OC2=C(C1)C=C(C=C2C2=CC(=CC=C2)F)C2=CC=C(C=C2)C(=O)N2CCC(CC2)(F)F